N1=CC(=CC=C1)N(S(=O)(=O)CCl)S(=O)(=O)CCl N-(3-pyridyl)-N-(chloromethylsulfonyl)chloromethylsulfonamide